(S)-7-((3-bromo-1-(2,2-dimethoxyethyl)-6-fluoro-4-carbonyl-1,4-dihydroquinolin-2-yl)methyl)-4-ethyl-4-hydroxy-1,7-dihydro-3H-pyrano[3,4-c]pyridine-3,8(4H)-dione BrC1=C(N(C2=CC=C(C=C2C1=C=O)F)CC(OC)OC)CN1C(C2=C(C=C1)[C@@](C(OC2)=O)(O)CC)=O